4-(1-(4-aminopiperidin-1-yl)-6-(p-tolyl)pyrrolo[1,2-a]pyrazin-7-yl)benzonitrile hydrochloride Cl.NC1CCN(CC1)C=1C=2N(C=CN1)C(=C(C2)C2=CC=C(C#N)C=C2)C2=CC=C(C=C2)C